2-[4-(chloromethyl)phenyl]-4-(trifluoromethyl)-1-{[2-(trimethylsilyl)ethoxy]methyl}imidazole ClCC1=CC=C(C=C1)C=1N(C=C(N1)C(F)(F)F)COCC[Si](C)(C)C